7,7,9-trimethyl-4,13-dioxo-3,14-dioxa-5,12-diazahexadec-1,16-diyl diacrylate C(C=C)(=O)OCCOC(NCC(CC(CCNC(OCCOC(C=C)=O)=O)C)(C)C)=O